OCC#CC=1C=C2C(=NC=NN2C1)C1=CC(=C(C=C1)CNC(OC(C)(C)C)=O)C tert-butyl N-[[4-[6-(3-hydroxyprop-1-ynyl)pyrrolo[2,1-f][1,2,4]triazin-4-yl]-2-methyl-phenyl]methyl]carbamate